O(S(=O)(=O)C(F)(F)F)C1=CC(=CC=2CCCC(C12)=O)F 3-fluoro-8-oxo-6,7-dihydro-5H-naphthalen-1-yl triflate